CCCC(N)N(C)C N,N-dimethylbutanediamine